1-benzyl-4-(5-fluoro-2-pyridinyl)piperidine-4-carbonitrile C(C1=CC=CC=C1)N1CCC(CC1)(C#N)C1=NC=C(C=C1)F